FC(OC1=C(C=C(C=C1)C=C)C1=NN(C=C1NC(=O)C=1C=NN2C1N=CC=C2)CC(=O)N(C)C)F N-(3-(2-(difluoromethoxy)-5-vinylphenyl)-1-(2-(dimethylamino)-2-oxoethyl)-1H-pyrazol-4-yl)pyrazolo[1,5-a]pyrimidine-3-carboxamide